2-amino-3,5-dibromo-1-[(1E)-3-cyclopropyl-3-oxoprop-1-en-1-yl]pyridin-4-one NC=1N(C=C(C(C1Br)=O)Br)\C=C\C(=O)C1CC1